5-Fluoro-5'-methoxy-6'-methyl-[3,4'-bipyridine]-2'-carboxylic acid FC=1C=C(C=NC1)C1=CC(=NC(=C1OC)C)C(=O)O